C12CNCC(CC1)N2C2=NC=C(C=N2)C=2N=C(SC2C)NC([C@H](C)N2C=CC=1N(C(N(C(C12)=O)C)=O)C)=O (2S)-N-(4-(2-(3,8-diazabicyclo[3.2.1]OCTAN-8-YL)pyrimidin-5-YL)-5-methylthiazol-2-YL)-2-(1,3-dimethyl-2,4-dioxo-1,2,3,4-tetrahydro-5H-pyrrolo[3,2-D]pyrimidin-5-YL)-propionamide